CN1[C@@H](CCC1)COC=1N=CC2=C(N1)C=CN=C2 (((S)-1-methylpyrrolidin-2-yl)methoxy)pyrido[4,3-d]pyrimidin